{1-[(1s,3s)-3-fluorocyclobutyl]-3-(4-fluorophenyl)-1H-pyrazol-4-yl}-6-(1-methyl-1H-imidazol-4-yl)furo[2,3-d]pyrimidine FC1CC(C1)N1N=C(C(=C1)C=1N=CC2=C(N1)OC(=C2)C=2N=CN(C2)C)C2=CC=C(C=C2)F